N-(4-((3-fluoro-4-(4-(trifluoromethyl)piperidin-1-yl)phenyl)amino)benzyl)-5-oxopyrrolidine-3-carboxamide FC=1C=C(C=CC1N1CCC(CC1)C(F)(F)F)NC1=CC=C(CNC(=O)C2CNC(C2)=O)C=C1